ClC=1C(=NC(=NC1)SC)C(=O)NC=1SC2=C(C1C(=O)NC1CS(CC1)(=O)=O)CCC(C2)C 5-chloro-N-(3-{[(1,1-dioxidotetrahydro-3-thienyl)amino]-carbonyl}-6-methyl-4,5,6,7-tetrahydro-1-benzothien-2-yl)-2-(methylthio)-4-pyrimidine-carboxamide